[4-(1,3-dimethyl-1H-pyrazol-4-yl)-benzyl]-[6-(7-methoxy-imidazo[1,2-a]pyridin-3-yl)-pyrimidin-4-yl]-amine CN1N=C(C(=C1)C1=CC=C(CNC2=NC=NC(=C2)C2=CN=C3N2C=CC(=C3)OC)C=C1)C